Phospholin oxid P1(=CCCC1)=O